Methyl 3-[6-[(E)-2-[(t-butoxycarbonylamino)methyl]-3-fluoro-allyloxy]-1-oxo-3,4-dihydroisoquinolin-2-yl]propionate C(C)(C)(C)OC(=O)NC/C(/COC=1C=C2CCN(C(C2=CC1)=O)CCC(=O)OC)=C\F